1-(tert-butoxycarbonyl)pyrrolidine C(C)(C)(C)OC(=O)N1CCCC1